C(CCCCCCCCCCCCCCC(C)C)(=O)OCCCCCCC heptyl isostearate